2-[[3-ethoxycarbonyl-6-(trifluoromethoxy)-4-quinolinyl]amino]pyridine-3-carboxylic acid Ethyl-4-chloro-6-(trifluoromethoxy)quinoline-3-carboxylate C(C)OC(=O)C=1C=NC2=CC=C(C=C2C1Cl)OC(F)(F)F.C(C)OC(=O)C=1C=NC2=CC=C(C=C2C1NC1=NC=CC=C1C(=O)O)OC(F)(F)F